2-((tert-butyldimethylsilyl)oxy)-N-(3,4-difluoro-2-methoxyphenyl)-3,3,3-trifluoro-2-(trifluoromethyl)propanamide [Si](C)(C)(C(C)(C)C)OC(C(=O)NC1=C(C(=C(C=C1)F)F)OC)(C(F)(F)F)C(F)(F)F